[Si](C)(C)(C(C)(C)C)O[C@@H]([C@H](CC#N)OC1CCCC1)C1=CC(=C(C(=C1)OC)C)OC (3S,4R)-4-((tert-butyldimethylsilyl)oxy)-3-(cyclopentyloxy)-4-(3,5-dimethoxy-4-methylphenyl)butanenitrile